bis-[3-(benzenesulfonyloxy)phenyl]urea C1(=CC=CC=C1)S(=O)(=O)OC=1C=C(C=CC1)NC(NC1=CC(=CC=C1)OS(=O)(=O)C1=CC=CC=C1)=O